Tert-butyl 4-[2-[2-[1-(2,6-dioxo-3-piperidyl)-3-methyl-2-oxo-benzimidazol-5-yl]acetyl]oxyethyl]piperidine-1-carboxylate O=C1NC(CCC1N1C(N(C2=C1C=CC(=C2)CC(=O)OCCC2CCN(CC2)C(=O)OC(C)(C)C)C)=O)=O